4'-((phenylmethylene)bis(sulfanediyl))bis(butan-2-one) C1(=CC=CC=C1)C(SCCC(C)=O)SCCC(C)=O